BrC=1C=C(C=C2C(C=C(OC12)SCC)=O)F 8-Bromo-2-ethylsulfanyl-6-fluoro-chromen-4-one